C(=O)O.C1(CC1)C=1C=CC=2N(C1)C=C(N2)CNC2=CC(=NC=N2)NC(CC2=C(C(=CC=C2N2N=NN=C2)OC)F)=O N-(6-(((6-cyclopropylimidazo[1,2-a]pyridin-2-yl)methyl)amino)pyrimidin-4-yl)-2-(2-fluoro-3-methoxy-6-(1H-tetrazol-1-yl)phenyl)acetamide formic acid salt